C=C1CCC2=CC(=CC=C12)C1=CCCN(C1)C(=O)OC(C)(C)C Tert-butyl 5-(1-methylene-2,3-dihydro-1H-inden-5-yl)-3,6-dihydropyridine-1(2H)-carboxylate